Ethyl (2,5-dimethoxyphenyl)diazoacetate COC1=C(C=C(C=C1)OC)C(C(=O)OCC)=[N+]=[N-]